anti-styrene C=CC1=CC=CC=C1